CNC(=O)C1=CNC(=C1)C N,5-dimethyl-1H-pyrrole-3-carboxamide